FC1=C(C(=C(C=C1OC)OC)F)C1CCC=2C(=NNC2C1)C1=C(C=CC=C1)[N+](=O)[O-] 6-(2,6-difluoro-3,5-dimethoxyphenyl)-3-(2-nitrophenyl)-4,5,6,7-tetrahydro-1H-indazole